COC1=C(C=CC=C1)NC=1SC=C(N1)C(F)(F)F N-(2-methoxyphenyl)-4-(trifluoromethyl)thiazol-2-amine